(R)-(6,7-dichloro-1,3,4,5-tetrahydro-2H-pyrido[4,3-b]indol-2-yl)(5-(2-(hydroxymethyl)pyrrolidin-1-yl)pyrimidin-2-yl)methanone ClC1=C(C=CC=2C3=C(NC12)CCN(C3)C(=O)C3=NC=C(C=N3)N3[C@H](CCC3)CO)Cl